3-amino-6-(2,6-dimethylpyridin-4-yl)-N-(4-fluoro-2-methoxybenzyl)-5-(4-fluorophenyl)pyrazine-2-carboxamide NC=1C(=NC(=C(N1)C1=CC=C(C=C1)F)C1=CC(=NC(=C1)C)C)C(=O)NCC1=C(C=C(C=C1)F)OC